NCCC1=C(C(=O)N)C=CC(=C1)OC aminoethyl-anisoamide